C(C1=CC=CC=C1)OCC12C(COC2C1)N(C)C 5-((benzyloxy)methyl)-N,N-dimethyl-2-oxabicyclo[3.1.0]hexan-4-amine